BrC=1C=C2CCNCC2=CC1OC 6-bromo-7-methoxy-1,2,3,4-tetrahydroisoquinoline